2-(7-METHOXY-2-OXO-3,4-DIHYDROQUINOLIN-1(2H)-YL)-N-(5-(PYRIDIN-2-YL)-4H-1,2,4-TRIAZOL-3-YL)ACETAMIDE COC1=CC=C2CCC(N(C2=C1)CC(=O)NC1=NN=C(N1)C1=NC=CC=C1)=O